C1(=CCCCCC1)C1=NN2C(N(C(=C(C2=O)C=2CCNCC2)CC)CC(=O)NC2=CC=C(C=C2)S(F)(F)(F)(F)F)=N1 2-(2-(cyclohept-1-en-1-yl)-5-ethyl-7-oxo-6-(1,2,3,6-tetrahydropyridin-4-yl)-[1,2,4]triazolo[1,5-a]pyrimidin-4(7H)-yl)-N-(4-(pentafluoro-λ6-sulfaneyl)phenyl)acetamide